trans-2-(4-phenylcyclohexyl)octanal C1(=CC=CC=C1)[C@@H]1CC[C@H](CC1)C(C=O)CCCCCC